CC1=CN(C2=C(C=CC=C12)C)S(=O)(=O)C1=C(C=C(C=C1)N1C=NC(=C1)C)C 3,7-dimethyl-1-[2-methyl-4-(4-methylimidazol-1-yl)phenyl]sulfonyl-indole